boric fluoride B(F)(F)F